2,3-bis(benzoyloxy)-butanedioic acid monohydrate O.C(C1=CC=CC=C1)(=O)OC(C(=O)O)C(C(=O)O)OC(C1=CC=CC=C1)=O